C(#N)C(C(=O)OCC(COC(C(=C(C1=CC=CC=C1)C1=CC=CC=C1)C#N)=O)(COC(C(=C(C1=CC=CC=C1)C1=CC=CC=C1)C#N)=O)COC(C(=C(C1=CC=CC=C1)C1=CC=CC=C1)C#N)=O)=C(C1=CC=CC=C1)C1=CC=CC=C1 tetrakis(α-cyano-β,β-diphenylacryloyloxymethyl)methane